O=C1NC(CCC1N1C(N(C2=C1C=C(C(=C2)C2C(CN(CC2)CC2CCN(CC2)C(=O)OC(C)(C)C)(F)F)F)C)=O)=O Tert-butyl 4-((4-(1-(2,6-dioxopiperidin-3-yl)-6-fluoro-3-methyl-2-oxo-2,3-dihydro-1H-benzo[d]imidazol-5-yl)-3,3-difluoropiperidin-1-yl)methyl)piperidine-1-carboxylate